(4-Boc-1-piperazinyl)pyridine-3-boronic acid pinacol ester C(=O)(OC(C)(C)C)N1CCN(CC1)C1=NC=CC=C1B1OC(C)(C)C(C)(C)O1